5-(3,5-difluorophenyl)-N-(3,3-dimethylcyclobutyl)pyridine-3-carboxamide FC=1C=C(C=C(C1)F)C=1C=C(C=NC1)C(=O)NC1CC(C1)(C)C